Cl.BrC1=CC2=C(N(C(C(N2C)=O)=O)C2CCNCC2)N=C1C 7-bromo-1,6-dimethyl-4-(piperidin-4-yl)-1,4-dihydropyrido[2,3-b]pyrazine-2,3-dione hydrochloride